C(C)(C)C1=C(C=CC=C1)C1=NC=C2N(CNC2=N1)C (2-isopropylphenyl)-7-methyl-7,9-dihydro-8H-purin